N1=CC=C2N=CC3=C(NC4=CC=CC=C34)N21 10H-pyrazolo[5',1':2,3]pyrimido[4,5-b]indole